N1(CCCC1)C1=CC=C(N=N1)C=1C=C(C(=O)O)C=CC1 3-(6-(pyrrolidin-1-yl)pyridazin-3-yl)benzoic acid